C(C)(C)(C)OC(=O)C1=CC=CC=2C=3C1=CCCC3C=CC2 cyclohepta[1,2,3-de]naphthalene-7(5H)-carboxylic acid tert-butyl ester